C(C1=CC=CC=C1)(=O)NC1=NC(N(C=C1)C1OC(CN(C1)C(C1=CC=CC=C1)(C1=CC=CC=C1)C1=CC=CC=C1)CCN(P([O-])(=O)Cl)C)=O (6-(N4-benzoylcytosine-1-yl)-4-tritylmorpholin-2-yl)methyldimethylphosphoramidochloridate